(R)-6-chloro-5-fluoro-1'-(1-((1-oxoisoindolin-5-yl)methyl)-1H-pyrazole-4-carbonyl)spiro[benzo[d][1,3]oxazine-4,3'-piperidin]-2(1H)-one ClC1=C(C2=C(NC(O[C@@]23CN(CCC3)C(=O)C=3C=NN(C3)CC=3C=C2CNC(C2=CC3)=O)=O)C=C1)F